N-(4-Cyanopyridin-3-yl)-7-(4-(trifluoromethyl)phenoxy)-3,4-dihydroisoquinoline-2(1H)-carboxamide C(#N)C1=C(C=NC=C1)NC(=O)N1CC2=CC(=CC=C2CC1)OC1=CC=C(C=C1)C(F)(F)F